C1=CC=CC2=NC3=CC=CC=C3C(=C12)OB(O)O acridin-9-yl-boric acid